L-4-acetamidophenol C(C)(=O)NC1=CC=C(C=C1)O